Cl.FC(C=1C=C(C=C(C1)C(F)(F)F)[C@@H](C)O[C@@H]1[C@@H](NCCO1)C1=CC=C(C=C1)F)(F)F (2R,3S)-2-[(1R)-1-[3,5-bis(trifluoromethyl)phenyl]ethoxy]-3-(4-fluorophenyl)-morpholine hydrochloride